C(C)C1=CC=C(C=C1)S(=O)(=O)C(C(=O)O)C(C)C 2-(4-ethylphenylsulfonyl)-3-methylbutanoic acid